(R)-N-(1-(2-(dimethylamino)pyridin-3-yl)ethyl)-2-methyl-propane-2-sulfinamide CN(C1=NC=CC=C1C(C)N[S@](=O)C(C)(C)C)C